O=C1NC(C(N1)(C1COCC1)CNC(OC(C)(C)C)=O)=O rac-tert-Butyl ({2,5-dioxo-4-[oxolan-3-yl]imidazolidin-4-yl}methyl)carbamate